N1=CNC2=C1C=C(C=C2)NC(=S)NC2=C(C=CC=C2)F 1-(6-benzimidazolyl)-3-(2-fluorophenyl)thiourea